2-bromo-4-(4-[[2-(4-chlorophenyl)-4,4-dimethylcyclohex-1-en-1-yl]methyl]piperazin-1-yl)-N-(3-nitro-4-[[(oxan-4-yl)methyl]amino]benzenesulfonyl)benzamide BrC1=C(C(=O)NS(=O)(=O)C2=CC(=C(C=C2)NCC2CCOCC2)[N+](=O)[O-])C=CC(=C1)N1CCN(CC1)CC1=C(CC(CC1)(C)C)C1=CC=C(C=C1)Cl